COCCOCC(=O)OC1CC(CCC1C(C)C)C menthyl (2-methoxyethoxy)-acetate